OC1=C(C=CC=C1)[C@@H](N1C(C2=CC=CC=C2C1)=O)C=1NC2=CC=CC=C2C1 (R)-2-((2-hydroxyphenyl)(1H-indol-2-yl)methyl)isoindolin-1-one